ClC1=C(C(=C(C(=C1C)/C=N/OC)O)C\C=C(\C=C\[C@@]1([C@H](/C(/CC[C@H]1C)=N/O)C)C)/C)OC 4-chloro-2-[(2E,4E)-5-[(1R,2R,3E,6R)-3-(hydroxyimino)-1,2,6-trimethylcyclohexyl]-3-methylpenta-2,4-dien-1-yl]-3-methoxy-6-[(1E)-(methoxyimino)methyl]5-Methylphenol